CC(=O)C1=CC(=C(C=C1)F)[N+](=O)[O-] 3-nitro-4-fluoroacetophenone